methyl-4-({4-[(tert-butoxy)carbonyl]-6-(6-methylpyridin-2-yl)-2H,3H,4H-pyrido[3,2-b][1,4]oxazin-8-yl}amino)pyridine CC1=NC=CC(=C1)NC1=CC(=NC2=C1OCCN2C(=O)OC(C)(C)C)C2=NC(=CC=C2)C